NCCC[Si](O[Si](CCCN)(C)C)(C)C 1,3-bis(3-aminopropyl)-tetramethyldisiloxane